5,5'-pentamethylenebis[2-(4-vinylbenzyl)-2H-tetrazole] C(=C)C1=CC=C(CN2N=C(N=N2)CCCCCC=2N=NN(N2)CC2=CC=C(C=C2)C=C)C=C1